FC1=C(N=CC2=C1N=C(N=C2N2C[C@@H](NCC2)CC#N)OC[C@H]2N(CCC2)C)C2=C(C=CC(=C2)O)F 2-((S)-4-(8-Fluoro-7-(2-fluoro-5-hydroxyphenyl)-2-(((S)-1-methylpyrrolidin-2-yl)methoxy)pyrido[4,3-d]pyrimidin-4-yl)piperazin-2-yl)acetonitrile